C1OC=CC2=C1C=CC=C2 2H-2-benzopyran